(Z)-4-methylpent-2-enoic acid ethyl ester C(C)OC(\C=C/C(C)C)=O